ClC=1C(=C(C(=CC1)C(F)F)C1=CN=C(C(=N1)C(=O)N)N(C)C)F 6-(3-chloro-6-(difluoromethyl)-2-fluorophenyl)-3-(dimethylamino)pyrazine-2-carboxamide